(5-(2-methoxyethoxy)-1H-indol-2-yl)methanol (rac)-methyl-cis-2-methylpiperidine-4-carboxylate CN1[C@H](C[C@H](CC1)C(=O)OCC=1NC2=CC=C(C=C2C1)OCCOC)C |r|